C(C(=C)C)(=O)OCCC[Si](C(C)C)(C(C)C)C(C)C methacryloxypropyl-tris(2-propyl)silane